5-fluoro-6-(trifluoromethyl)pyridine-2-sulfonyl chloride FC=1C=CC(=NC1C(F)(F)F)S(=O)(=O)Cl